C/C=C(/C)\C1CC2([C@@H](CC[C@]2(C1(C)C)C)C)C Gamma-cedrene